6-(aminomethyl)-5-(piperazin-1-yl)-2,3-dihydro-1,4-benzodioxine NCC1=C(C2=C(OCCO2)C=C1)N1CCNCC1